4-[2-tert-butoxyethyl-[4-(5,6,7,8-tetrahydro-1,8-naphthyridin-2-yl)butyl]amino]-2-[[2-(2,2,2-trifluoroethyl)pyrazole-3-carbonyl]amino]butanoic acid C(C)(C)(C)OCCN(CCC(C(=O)O)NC(=O)C=1N(N=CC1)CC(F)(F)F)CCCCC1=NC=2NCCCC2C=C1